5-(4-(2-(2-oxo-6-azaspiro[3.3]heptane-6-yl)ethoxy)-2-fluorophenyl)pyridine O=C1CC2(C1)CN(C2)CCOC2=CC(=C(C=C2)C=2C=CC=NC2)F